(1-phenyl-1H-pyrazol-4-yl)aniline C1(=CC=CC=C1)N1N=CC(=C1)NC1=CC=CC=C1